1-({3-Iodo-4-[(1-methylcyclopropyl)methoxy]phenyl}carbonyl)-4-{5-methyl-[1,3]oxazolo[4,5-b]pyridin-2-yl}piperazine IC=1C=C(C=CC1OCC1(CC1)C)C(=O)N1CCN(CC1)C=1OC=2C(=NC(=CC2)C)N1